lithium bis(trifluoromethyl) phosphate P(=O)(OC(F)(F)F)(OC(F)(F)F)[O-].[Li+]